Trans-3-iodo-4'-methyl-2-oxo-1,3'-bipiperidine-1'-carboxylic acid tert-butyl ester C(C)(C)(C)OC(=O)N1CC(C(CC1)C)N1C(C(CCC1)I)=O